2-[(2S,5R)-2-(5-Acetamido-2-thienyl)-5-methyl-1-piperidyl]-N-(6-amino-5-methyl-3-pyridyl)-2-oxo-acetamide C(C)(=O)NC1=CC=C(S1)[C@H]1N(C[C@@H](CC1)C)C(C(=O)NC=1C=NC(=C(C1)C)N)=O